tert-butyl 4-[4-[3-[3-(difluoromethoxy)-4-(ethylcarbamoyl)-5-methoxy-phenyl]imidazo[1,2-a]pyridin-7-yl]pyrazol-1-yl]piperidine-1-carboxylate FC(OC=1C=C(C=C(C1C(NCC)=O)OC)C1=CN=C2N1C=CC(=C2)C=2C=NN(C2)C2CCN(CC2)C(=O)OC(C)(C)C)F